BrC1=CC(=C(N)C(=C1)C(C)C)C(C)C 4-bromo-2,6-diisopropylaniline